[Si](C)(C)(C(C)(C)C)OCC1C(N(CC1)C(=O)OCCC(C)(C)C)(C(=O)[O-])CC(=C)CCl 1-(tert-butyl)2-ethyl 3-(((tert-butyldimethylsilyl)oxy) Methyl)-2-(2-(chloromethyl)allyl)pyrrolidine-1,2-dicarboxylate